β-Glucuronic acid O[C@H]1[C@H](O)[C@@H](O)[C@H](O)[C@H](O1)C(=O)O